COCCN(CC(=C)C)C N-(2-methoxyethyl)-N,2-dimethylpropan-2-en-1-amine